N,N-dimethyl-4-iodobenzenesulfonamide CN(S(=O)(=O)C1=CC=C(C=C1)I)C